ClC=1C=C(CC2=CC=NC=C2)C=CC1 4-(3-chlorobenzyl)pyridin